[Ce].FC1=C(C(=CC=C1)F)C=O (2,6-difluorophenyl)methanone Cerium